3-(((tert-butyldiphenylsilyl)oxy)methyl)-8-iodo-3,4-dihydro-2H-pyrido[3,2-B][1,4]oxazine [Si](C1=CC=CC=C1)(C1=CC=CC=C1)(C(C)(C)C)OCC1NC2=C(OC1)C(=CC=N2)I